FC1=CC=CC=2C(=N[C@@H](C(NC21)=O)NC(=O)C=2C(=NN1C2O[C@@H](CC1)C)C=1C=NN(C1)C1COC1)C1=CC=CC=C1 (5R)-N-[(3S)-9-fluoro-2-oxo-5-phenyl-1,3-dihydro-1,4-benzodiazepine-3-yl]-5-methyl-2-[1-(oxetan-3-yl)pyrazol-4-yl]-6,7-dihydro-5H-pyrazolo[5,1-b][1,3]Oxazine-3-carboxamide